methyl (E)-3-(4-hydroxy-3-methoxyphenyl)prop-2-enoate OC1=C(C=C(C=C1)/C=C/C(=O)OC)OC